ClC=1C=C(C=C(C1)Cl)N1NC(C=2C=NC(=CC21)NC2=NC=C(C=C2)F)=O 1-(3,5-dichlorophenyl)-6-((5-fluoropyridin-2-yl)amino)-1,2-dihydro-3H-pyrazolo[4,3-c]pyridin-3-one